[(2S,4S,5R,6S)-4,5-diacetoxy-6-[[(E)-3-[4-[[2-(2-methyl-1H-indol-3-yl)ethylamino]methyl]phenyl]prop-2-enoyl]amino]oxy-tetrahydropyran-2-yl]methyl acetate C(C)(=O)OC[C@H]1O[C@H]([C@@H]([C@H](C1)OC(C)=O)OC(C)=O)ONC(\C=C\C1=CC=C(C=C1)CNCCC1=C(NC2=CC=CC=C12)C)=O